C(C)C(C(=O)O)(CCC)CC 2,2-Diethylpentanoic acid